Fmoc-O-propargyl-serine C(=O)(OCC1C2=CC=CC=C2C2=CC=CC=C12)N[C@@H](COCC#C)C(=O)O